ClC1=C(C=NN1C1CCS(CC1)(=NCC)=O)NC1=NC=C(C(=N1)OC1CNCC1)C(F)(F)F (1s,4s)-4-(5-chloro-4-((4-(pyrrolidin-3-yloxy)-5-(trifluoromethyl)pyrimidin-2-yl)amino)-1H-pyrazol-1-yl)-1-(ethylimino)hexahydro-1λ6-thiopyran 1-oxide